[Na].[Fe](Cl)(Cl)Cl ferric trichloride, sodium salt